[OH-].C(CC)[N+](CCCC)(CCCC)CCCC propyl-tributyl-ammonium hydroxide